trans-(2-{[(4-methoxybenzyl)oxy]methyl}cyclopropyl)methanol COC1=CC=C(COC[C@H]2[C@@H](C2)CO)C=C1